4-((2-(6-(2,2,2-trifluoroethyl)quinazolin-4-yl)-2,7-diazaspiro[3.5]nonan-7-yl)methyl)-1H-indole-2-carbonitrile FC(CC=1C=C2C(=NC=NC2=CC1)N1CC2(C1)CCN(CC2)CC2=C1C=C(NC1=CC=C2)C#N)(F)F